CC1=NC2=CC=CC=C2C(=C1)N 2-Methylchinolin-4-amin